ON1N(C(=CC1NC=1C=CC=NC1)C1=NC=C(C=C1)C(F)(F)F)C N'-hydroxy-5-((1-methyl-5-(5-(trifluoromethyl)pyridin-2-yl)-1H-pyrazol-3-yl)amino)pyridine